(13R)-13-methyl-8,14-dioxa-4,5,10,19,20,23-hexaazatetracyclo[13.5.2.12,5.018,21]tricosa-1(20),2(23),3,15,17,21-hexaen-9-one C[C@@H]1CCNC(OCCN2N=CC(C3=NNC4=CC=C(O1)C=C34)=N2)=O